5-(2-methoxybenzylidene)-2-methyl-2-phenyl-1,3-dioxane-4,6-dione COC1=C(C=C2C(OC(OC2=O)(C2=CC=CC=C2)C)=O)C=CC=C1